ClC=1N=C2C(=NC1NS(=O)(=O)CC1=CC(=C(C=C1)C)F)N(C(=N2)C2=NC(=CC=C2)OCC)C2=C(C=CC=C2OC)OC N-(5-Chloro-1-(2,6-dimethoxyphenyl)-2-(6-ethoxypyridin-2-yl)-1H-imidazo[4,5-b]pyrazin-6-yl)-1-(3-fluoro-4-methylphenyl)methanesulfonamide